OCCC[N-]C1=CC=CC=C1 hydroxyphenyl-propyl-amide